1-methyl-9,10-bis(acetyloxy)anthracene CC1=CC=CC2=C(C3=CC=CC=C3C(=C12)OC(C)=O)OC(C)=O